C[Si]1(CCN(CC1)C1=C(C(=O)NC=2C(N(C(=CC2)C)C2CCOCC2)=O)C=CC(=C1)NS(=O)(=O)CCO)C 2-(4,4-dimethyl-1,4-azasilinan-1-yl)-4-((2-hydroxyethyl)sulfonamido)-N-(6-methyl-2-oxo-1-(tetrahydro-2H-pyran-4-yl)-1,2-dihydropyridin-3-yl)benzamide